(2,6-Dichloropyridin-4-yl)methyl (S)-2-amino-6-phenylhexanoate hydrochloride Cl.N[C@H](C(=O)OCC1=CC(=NC(=C1)Cl)Cl)CCCCC1=CC=CC=C1